NC1=C(NC2=CC(=C(C=C2)C(=O)C2=C(C=CC=C2)C)Cl)C=CC(=C1)Br [4-(2-amino-4-bromoanilino)-2-chlorophenyl]-(2-methylphenyl)methanone